15-oxabicyclo[10.2.1]pentadec-1-ene C12=CCCCCCCCCCC(CC1)O2